C1=C(C=C(C(=C1Cl)NC(=S)N)Cl)Cl N-(2,4,6-trichlorophenyl)thiourea